N-[4-[4-(4-Methylpiperazin-1-yl)-6-[(5-methyl-1H-pyrazol-3-yl)amino]pyrimidin-2-yl]sulfanylphenyl]cyclopropanecarboxamide CN1CCN(CC1)C1=NC(=NC(=C1)NC1=NNC(=C1)C)SC1=CC=C(C=C1)NC(=O)C1CC1